(1,1-difluoroethyl)morpholine-4-carboxylic acid tert-butyl ester C(C)(C)(C)OC(=O)N1C(COCC1)C(C)(F)F